5-(phenylthio)-1,3,4-thiadiazole-2-amine C1(=CC=CC=C1)SC1=NN=C(S1)N